4-methyl-2-(2-methylpropan-1-en-1-yl)-2,3,4,6,7,8-hexahydro-5H-chromen-5-one CC1CC(OC=2CCCC(C12)=O)C=C(C)C